C(C1=CC=CC=C1)S(=O)(=O)C1=C(C(=O)Cl)C=CC=C1 toluenesulfonyl-benzoyl chloride